CN1C(CC(CC1(C)C)CC(C(C(CCCCCCCCC)OC(=O)CC(C(CC(=O)O)C(=O)O)C(=O)O)C1CC(N(C(C1)(C)C)C)(C)C)C1CC(N(C(C1)(C)C)C)(C)C)(C)C 1,2,3,4-butane-tetracarboxylic acid 1,2,3-tris(1,2,2,6,6-pentamethyl-4-piperidinyl)-4-tridecyl ester